5-(4-(1-((4-(4-amino-3-(4-phenoxyphenyl)-1H-pyrazolo[3,4-d]pyrimidin-1-yl)cyclohexyl)methyl)azetidin-3-yl)piperazin-1-yl)-2-(2,6-dioxopiperidin-3-yl)isoindoline-1,3-dione NC1=C2C(=NC=N1)N(N=C2C2=CC=C(C=C2)OC2=CC=CC=C2)C2CCC(CC2)CN2CC(C2)N2CCN(CC2)C=2C=C1C(N(C(C1=CC2)=O)C2C(NC(CC2)=O)=O)=O